ClC1=C(C(=CC=C1)F)NC(NC=1C=NN(C1)C=1C=C(SC1C)C(=O)NC1COC1)=O 4-(4-(3-(2-chloro-6-fluorophenyl)ureido)-1H-pyrazol-1-yl)-5-methyl-N-(oxetan-3-yl)thiophene-2-carboxamide